1-(3-((1,1,1-trifluoropropan-2-yl)oxy)phenyl)ethan FC(C(C)OC=1C=C(C=CC1)CC)(F)F